5-fluoro-1-((2R,3S,4R,5R)-3-fluoro-5-(hydroxymethyl)-4-((4-methoxyphenyl)diphenylmethoxy)tetrahydrofuran-2-yl)pyrimidine FC=1C=NCN(C1)[C@@H]1O[C@@H]([C@H]([C@@H]1F)OC(C1=CC=CC=C1)(C1=CC=CC=C1)C1=CC=C(C=C1)OC)CO